(3S)-3-{2-[2-(2,6-dioxopiperidin-3-yl)-1-oxo-3H-isoindol-4-yl]ethynyl}pyrrolidine O=C1NC(CCC1N1C(C2=CC=CC(=C2C1)C#C[C@H]1CNCC1)=O)=O